6-acetyl-8-cyclopentyl-2-[5-(2-methoxy-ethoxymethyl)-pyridin-2-ylamino]-8H-pyrido[2,3-d]Pyrimidin-7-one C(C)(=O)C1=CC2=C(N=C(N=C2)NC2=NC=C(C=C2)COCCOC)N(C1=O)C1CCCC1